CNC(=O)C1=C(C=CC=C1)B(O)O (N-methyl-aminocarbonyl)phenyl-boronic acid